N-(5-(2,5-dimethylmorpholino)-4'-((4-methyl-6-(methylsulfonyl)pyridin-2-yl)amino)-[2,3'-bipyridin]-6'-yl)acetamide CC1OCC(N(C1)C=1C=CC(=NC1)C=1C=NC(=CC1NC1=NC(=CC(=C1)C)S(=O)(=O)C)NC(C)=O)C